ClCCCC12N(C(N(C1=O)C1=CC=CC=C1)C(C)C)CC(C2)F 7a-(3-chloropropyl)-6-fluoro-3-isopropyl-2-phenyl-hexahydro-1H-pyrrolo[1,2-c]imidazol-1-one